tert-butyl (S)-(1-(4-methylbenzyl)-3-(1-(nicotinamido)-3-(p-tolyl)propan-2-yl)-1,3-dihydro-2H-benzo[d]imidazol-2-ylidene)carbamate CC1=CC=C(CN2C(N(C3=C2C=CC=C3)[C@H](CNC(C3=CN=CC=C3)=O)CC3=CC=C(C=C3)C)=NC(OC(C)(C)C)=O)C=C1